5-amino-N-(1-(5-cyclopropyl-3-fluoropyridin-2-yl)ethyl)-N-ethyl-1-((2-(trimethylsilyl)ethoxy)methyl)-6,8-dihydro-1H-furo[3,4-d]pyrrolo[3,2-b]pyridine-2-carboxamide NC1=C2C(=C3C(=N1)C=C(N3COCC[Si](C)(C)C)C(=O)N(CC)C(C)C3=NC=C(C=C3F)C3CC3)COC2